FC([C@@]1(CN(CC1)C=1N=NC(=C2C1N=CC=C2)C2=C(C=C(C=C2)C(F)(F)F)O)O)F (R)-3-(difluoromethyl)-1-(5-(2-hydroxy-4-(trifluoromethyl)phenyl)pyrido[2,3-d]pyridazin-8-yl)pyrrolidin-3-ol